Ethyl (S)-2,2-difluoro-5-oxotetrahydro-1H-pyrrolizine-7a(5H)-carboxylate FC1(C[C@@]2(CCC(N2C1)=O)C(=O)OCC)F